ClC=1C(=NC(=NC1)NC=1C(=NN(C1)C1CC2CCC(C1)N2C)C)NCCCNC(=O)C2CN(C2)C N-(3-((5-chloro-2-((3-methyl-1-(8-methyl-8-azabicyclo[3.2.1]octan-3-yl)-1H-pyrazol-4-yl)amino)pyrimidin-4-yl)amino)propyl)-1-methylazetidine-3-carboxamide